ClC1=CC=C2C(=N1)N(C(N2C)=O)COCC[Si](C)(C)C 5-chloro-1-methyl-3-((2-(trimethylsilyl)ethoxy)methyl)-1,3-dihydro-2H-imidazo[4,5-b]pyridin-2-one